7,8,9,10-tetrahydro-6H-cyclohepta[b]quinoline-11-carboxylic acid C1=C2C(=C3C(=NC2=CC=C1)CCCCC3)C(=O)O